ClC1=CC=C2C(=C(N(C2=C1F)C=1C=NN(C1)CC)OC)SC=1C(=C(C(=O)O)C=CC1)F 3-((6-chloro-2-methoxy-1-(1-ethyl-1H-pyrazol-4-yl)-7-fluoro-1H-indol-3-yl)thio)-2-fluorobenzoic acid